C(C)(C)(C)N1C(N(C2=CC=C(C=C2C1=O)F)CC1=CC=C(C=C1)OC)=O 3-(Tert-butyl)-6-fluoro-1-(4-methoxybenzyl)quinazoline-2,4(1H,3H)-dione